C(C1=CC=CC=C1)N1C[C@H]2C[C@H]([C@@H](C1)N2C(=O)OC(C)(C)C)NN Tert-butyl (1R,5R,6R)-3-benzyl-6-hydrazinyl-3,8-diazabicyclo[3.2.1]octane-8-carboxylate